(((4-(allyloxy)-2,3,5,6-tetrafluorophenoxy)methyl)thio)-5,5-dimethyl-4,5-dihydroisoxazole C(C=C)OC1=C(C(=C(OCSC2=NOC(C2)(C)C)C(=C1F)F)F)F